(2S)-2-amino-5-carbamimidamido-N-methylpentanamide N[C@H](C(=O)NC)CCCNC(=N)N